O=C1NCCC2=CC=C(C=C12)OC(C1=CC=C(C=C1)NC(=N)N)=O.ClC1=C2C=C(C=NC2=C(C(=C1)[N+](=O)[O-])OC)CN1CCCCC1 5-chloro-8-methoxy-7-nitro-3-(piperidin-1-ylmethyl)quinoline 1-oxo-1,2,3,4-tetrahydroisoquinolin-7-yl-4-guanidinobenzoate